1,2-bis(6-amino-2-naphthyloxy)ethane (rac)-tert-butyl-4-[2-(1-benzyloxycarbonylpyrrolidin-3-yl)-3H-imidazo[4,5-b]pyridin-7-yl]piperidine-1-carboxylate C(C)(C)(C)OC(=O)N1CCC(CC1)C1=C2C(=NC=C1)NC(=N2)[C@H]2CN(CC2)C(=O)OCC2=CC=CC=C2.NC=2C=C1C=CC(=CC1=CC2)OCCOC2=CC1=CC=C(C=C1C=C2)N |r|